2,6-bis(tert-butyl)-4-methylphenolate C(C)(C)(C)C1=C(C(=CC(=C1)C)C(C)(C)C)[O-]